C1=C(C=CC2=CC=CC=C12)COC1=C(N=NN1)C(=O)O 5-(naphthalen-2-ylmethoxy)-1H-1,2,3-triazole-4-carboxylic acid